COC(=O)C=1C2=C(SC1C(F)(F)F)CCC2 (trifluoromethyl)-4H,5H,6H-cyclopenta[b]thiophene-3-carboxylic acid methyl ester